sodium phenyl-sulfinate 4-carboxy-2-(3-(3,3-dimethylazetidin-1-ium-1-ylidene)-7-(3,3-dimethylazetidin-1-yl)-3H-spiro[dibenzo[b,e]siline-5,1'-silinan]-10-yl)benzoate TFA salt [O-]C(=O)C(F)(F)F.C(=O)(O)C1=CC(=C(C(=O)[O-])C=C1)C1=C2C(=CC(C=C2)=[N+]2CC(C2)(C)C)[Si]2(CCCCC2)C2=C1C=CC(=C2)N2CC(C2)(C)C.C2(=CC=CC=C2)S(=O)O.[Na+]